5-Cyano-2-(pyrrolidin-1-yl)nicotinic acid methyl ester COC(C1=C(N=CC(=C1)C#N)N1CCCC1)=O